2,9-Bis(3-((3-(dimethylamino)propyl)amino)propyl)anthra[2,1,9-def:6,5,10-d'e'f']diisoquinoline-1,3,8,10(2H,9H)-tetraone CN(CCCNCCCN1C(C=2C=CC3=C4C2C(C1=O)=CC=C4C=4C=1C2=C(C(N(C(C2=CC4)=O)CCCNCCCN(C)C)=O)C=CC31)=O)C